Cl.NCC(CNC1=CC(=CC=C1)OCC1=CC=CC=C1)N 1-(aminomethyl)-N2-(3-(benzyloxy)phenyl)ethane-1,2-diamine hydrochloride